1-cyclopropyl-3-(isoquinolin-4-yl)-6-(trifluoromethyl)quinazoline-2,4(1H,3H)-dione C1(CC1)N1C(N(C(C2=CC(=CC=C12)C(F)(F)F)=O)C1=CN=CC2=CC=CC=C12)=O